N-(3-acetamido-2,4-difluorophenyl)-2-chloro-5-((1R,3R)-2,2-dichloro-3-(3,4,5-trichlorophenyl)cyclopropane-1-carboxamido)-3-methylbenzamide C(C)(=O)NC=1C(=C(C=CC1F)NC(C1=C(C(=CC(=C1)NC(=O)[C@@H]1C([C@H]1C1=CC(=C(C(=C1)Cl)Cl)Cl)(Cl)Cl)C)Cl)=O)F